C(N)(=O)C1=CC=C(S1)C(=O)O 5-carbamoylthiophene-2-carboxylic acid